BrC1=CC=C(C=C1)C(C1(CN(C1)C)C)(F)F 3-[(4-Bromophenyl)(difluoro)methyl]-1,3-dimethylazetidine